COC(=O)C1=CC=CC2=CN(N=C12)C[C@@H]([C@@H](C1=CC(=C(C(=C1)OC)C)OC)O[Si](C)(C)C(C)(C)C)OC=1CC2=CC=CC=C2C1 2-[(2S,3R)-3-[tert-butyl-(dimethyl)silyl]Oxy-3-(3,5-dimethoxy-4-methyl-phenyl)-2-inden-2-yloxy-propyl]Indazole-7-carboxylic acid methyl ester